(E)-2-(1H-pyrazol-4-yl)cyclopropanecarboxamide N1N=CC(=C1)C1C(C1)C(=O)N